C1CC12NCCN(C2)C=2C=CC(=NC2)[C@@H]2[C@H](CN(CC2)C2=C1C(=NC(=C2)C)N(N=C1)C)C 4-[(3R,4S)-4-[5-(4,7-diazaspiro[2.5]octan-7-yl)-2-pyridyl]-3-methyl-1-piperidyl]-1,6-dimethyl-pyrazolo[3,4-b]pyridine